ClC=1C=CC2=C(N=C(O2)N2C([C@@H]3N(CCN(C3)C#N)CC2)=O)C1 (R)-8-(5-chlorobenzo[d]oxazol-2-yl)-9-oxooctahydro-2H-pyrazino[1,2-a]pyrazine-2-carbonitrile